C1(CC1)CN1C(=NC2=NN(C(C(=C21)C2=CC=C(C=C2)OC(F)F)=O)C2=CC1=CN(N=C1C=C2)C)C 5-(cyclopropylmethyl)-4-(4-(difluoromethoxy)phenyl)-6-methyl-2-(2-methyl-2H-indazol-5-yl)-2,5-dihydro-3H-imidazo[4,5-c]pyridazin-3-one